3-fluoro-1-(4-((8-((2r,3r)-3-fluoro-2-methylazetidin-1-yl)-5-((S)-1-hydroxypropan-2-yl)-2,7-naphthyridin-3-yl)amino)pyrimidin-2-yl)-3-methylpiperidin-4-ol FC1(CN(CCC1O)C1=NC=CC(=N1)NC=1N=CC2=C(N=CC(=C2C1)[C@@H](CO)C)N1[C@@H]([C@@H](C1)F)C)C